L-4-nitrotoluene [N+](=O)([O-])C1=CC=C(C)C=C1